S-adenosylmethionine-d3 [C@@H]1([C@H](O)[C@H](O)[C@@H](C[S+](CC[C@](N([2H])[2H])(C(=O)O)[2H])C)O1)N1C=NC=2C(N)=NC=NC12